FC(C(=O)N1CC2N(C(C1)C2)C(=O)OC(C)(C)C)(F)F tert-butyl 3-(2,2,2-trifluoroacetyl)-3,6-diazabicyclo[3.1.1]heptane-6-carboxylate